COC=1C=C2C=CC(=CC2=CC1)C#CC1SCCCS1 2-((6-methoxynaphthalen-2-yl)ethynyl)-1,3-dithiane